1-pentyl-3-(4-methoxy-1-naphthoyl)indole C(CCCC)N1C=C(C2=CC=CC=C12)C(=O)C1=CC=C(C2=CC=CC=C12)OC